FC1(C(C1)NC(=O)C1=CC=C(C=N1)C=1C(CNCC1)C)F N-(2,2-difluorocyclopropyl)-3'-methyl-1',2',3',6'-tetrahydro-[3,4'-bipyridine]-6-carboxamide